2-({5-(3-fluorophenyl)-6-[4-(trifluoromethyl)phenoxy]pyridine-3-carbonyl}amino)-N-methylethan-1-aminium trifluoroacetate FC(C(=O)[O-])(F)F.FC=1C=C(C=CC1)C=1C=C(C=NC1OC1=CC=C(C=C1)C(F)(F)F)C(=O)NCC[NH2+]C